tert-butyl 4-[2-[3-[2-[6-methyl-7-oxo-1-(p-tolylsulfonyl)pyrrolo[2,3-c]pyridin-4-yl]-4-(methylsulfonylmethyl)phenoxy]phenoxy]ethoxy]piperidine-1-carboxylate CN1C(C2=C(C(=C1)C1=C(OC=3C=C(OCCOC4CCN(CC4)C(=O)OC(C)(C)C)C=CC3)C=CC(=C1)CS(=O)(=O)C)C=CN2S(=O)(=O)C2=CC=C(C=C2)C)=O